(2S,4R)-2'-chloro-4'-hydroxy-3'-iodo-2-methyl-4',5'-dihydrospiro[piperidine-4,7'-thieno[2,3-C]pyran]-1-carboxylic acid tert-butyl ester C(C)(C)(C)OC(=O)N1[C@H](C[C@]2(OCC(C3=C2SC(=C3I)Cl)O)CC1)C